tert-butyl 2-{2-[3,3-difluoro-4-(hydroxymethyl)pyrrolidin-1-yl]-5-(dimethylsulfamoyl)phenyl}indole-1-carboxylate FC1(CN(CC1CO)C1=C(C=C(C=C1)S(N(C)C)(=O)=O)C=1N(C2=CC=CC=C2C1)C(=O)OC(C)(C)C)F